FCC1(CC1)N1C=C2C(N=C(N=C2N[C@H](C)C2=CC(=CC=C2)S(F)(F)(F)(F)F)C)=C(C1=O)N1CCOCC1 (R)-6-(1-(fluoromethyl)cyclopropyl)-2-methyl-8-morpholino-4-((1-(3-(pentafluoro-λ6-sulfanyl)phenyl)ethyl)amino)pyrido[4,3-d]pyrimidine-7(6H)-one